FC(OC=1C=C(C=CC1)N1C(C(C=2C1=NC=C(C2)C(=O)NC2(CCS(CC2)(=O)=O)C)(C)C)=O)F 1-[3-(difluoromethoxy)phenyl]-3,3-dimethyl-N-(4-methyl-1,1-dioxo-thia-cyclohex-4-yl)-2-oxo-pyrrolo[2,3-b]pyridine-5-carboxamide